(R)-3-(2-(trans-4-(2-aminoethylamino)cyclohexyl)acetamido)-2-hydroxy-3,4-dihydro-2H-benzo[e][1,2]oxaborinine-8-carboxylic acid, dihydrochloride Cl.Cl.NCCN[C@@H]1CC[C@H](CC1)CC(=O)N[C@@H]1B(OC2=C(C1)C=CC=C2C(=O)O)O